C12C(C(C(CC1)C2)CO)CO norbornane-2,3-dimethanol